phosphorus chloride P(Cl)(Cl)Cl